FC1=C(C=C(C=C1)NC(C=C)=O)NC1=NC(=NC=C1C1CCOCC1)NC=1C=NN(C1)C N-(4-fluoro-3-((2-((1-methyl-1H-pyrazol-4-yl)amino)-5-(tetrahydro-2H-pyran-4-yl)pyrimidin-4-yl)amino)phenyl)acrylamide